bis(cyclopentadienyl)bis[2,6-difluoro-3-(N-(3-ethylheptyl)-2,2-dimethylbutyrylamino)phenyl]titanium C1(C=CC=C1)[Ti](C1=C(C(=CC=C1F)N(CCC(CCCC)CC)C(C(CC)(C)C)=O)F)(C1=C(C(=CC=C1F)N(CCC(CCCC)CC)C(C(CC)(C)C)=O)F)C1C=CC=C1